CC(C1=C(C=CC2=CC=CC=C12)C(=O)O)(C1=C(C=CC2=CC=CC=C12)C(=O)O)C dimethyl-1,1'-methylenebis(2-naphthoic acid)